(1S,2S,5R)-N-[2-(2-chlorophenyl)-2-oxo-ethyl]-1-hydroxy-2-isopropyl-5-methyl-cyclohexanecarboxamide ClC1=C(C=CC=C1)C(CNC(=O)[C@]1([C@@H](CC[C@H](C1)C)C(C)C)O)=O